6,7-dimethoxy-2-methyl-N-[1-{5-[3-(trifluoromethoxy)phenyl]thiophen-2-yl}ethyl]quinazolin-4-amine COC=1C=C2C(=NC(=NC2=CC1OC)C)NC(C)C=1SC(=CC1)C1=CC(=CC=C1)OC(F)(F)F